FC1=C(C=CC(=C1)F)[C@H]1N(CC[C@H](C1)NC)C(=O)N1CC2(CCCC2)[C@@H](CC1)CN1C=NC(=CC1=O)C1=CC=CC=C1 3-(((R)-7-((2S,4R)-2-(2,4-Difluorophenyl)-4-(methylamino)piperidine-1-carbonyl)-7-azaspiro[4.5]decan-10-yl)methyl)-6-phenylpyrimidin-4(3H)-one